5-[(3R)-5',6'-dihydrospiro[pyrrolidine-3,4'-pyrrolo[1,2-b]pyrazol]-2'-yl]-3-(trifluoromethyl)pyridin-2-amine hydrochloride Cl.N=1N2C(=CC1C=1C=C(C(=NC1)N)C(F)(F)F)[C@]1(CC2)CNCC1